C(CCCCCCCCCCCCCCCCCCCCCC)[Na].S(=O)(=O)(O)C(C(=O)O)CC(=O)O sulfosuccinic acid tricosyl-sodium salt